C(C=C)N(C(C1=CC=CC=C1)=O)C1=NOCN1C(F)(F)F N-allyl-N-[4-(trifluoromethyl)-1,2,4-oxadiazol-3-yl]benzamide